CC1=C(NCC(C#N)C#N)C=CC=C1 2-methyl-dicyanoethyl-aniline